BrC1=CC(=C(C=C1)F)[N+](=O)[O-] 4-bromo-1-fluoro-2-nitrobenzene